FC(O[Si](OC(F)(F)F)(OC(F)(F)F)C(C(C(C(F)(F)F)(F)F)(F)F)(F)F)(F)F perfluorobutyl-trimethoxysilane